1-(1-((3aR,6aS)-2-(azetidin-3-ylmethyl)octahydrocyclopenta[c]pyrrol-5-yl)piperidin-4-yl)-3-(4-phenoxyphenyl)-1H-pyrazolo[3,4-d]pyrimidin-4-amine trifluoroacetate FC(C(=O)O)(F)F.N1CC(C1)CN1C[C@@H]2[C@H](C1)CC(C2)N2CCC(CC2)N2N=C(C=1C2=NC=NC1N)C1=CC=C(C=C1)OC1=CC=CC=C1